7-((5-chloro-2-((4-(2-(diethylamino)ethoxy)phenyl)amino)pyrimidin-4-yl)amino)isoindolin-1-one ClC=1C(=NC(=NC1)NC1=CC=C(C=C1)OCCN(CC)CC)NC=1C=CC=C2CNC(C12)=O